(cyclopropylmethyl)-1H-pyrazole-4-sulfonamide C1(CC1)CN1N=CC(=C1)S(=O)(=O)N